C(C)OC(C(CC(=O)C1=CC2=C(C=C(C3=C2C=C(O3)F)O)S1)C)=O 4-(2-fluoro-4-hydroxythieno[3,2-e]benzofuran-7-yl)-2-methyl-4-oxobutanoic acid ethyl ester